NC1=NC=C(C(=N1)CCC)C(=O)NC1=NC=2C(=C(C=CC2C=2N1CCN2)OCCCN2CCOCC2)OC 2-amino-N-[7-methoxy-8-(3-morpholin-4-ylpropoxy)-2,3-dihydroimidazo[1,2-c]quinazolin-5-yl]-4-propylpyrimidine-5-carboxamide